thiol-thiosulfonate S1C(=CC=C1)S(=O)([O-])=S